2-(piperidin-4-yl)-5-(trifluoromethyl)-1,3-benzothiazole N1CCC(CC1)C=1SC2=C(N1)C=C(C=C2)C(F)(F)F